N-(4-((ethylamino)methyl)-2-(furan-2-yl)phenyl)thiophene-3-sulfonamide C(C)NCC1=CC(=C(C=C1)NS(=O)(=O)C1=CSC=C1)C=1OC=CC1